4-(piperidin-1-yl)-3-[(2E)-3-(pyrimidin-5-yl)prop-2-enoyl]-1,2-dihydroquinolin-2-one N1(CCCCC1)C1=C(C(NC2=CC=CC=C12)=O)C(\C=C\C=1C=NC=NC1)=O